8-[1-(2,2-difluoroethyl)-1H-pyrazolo[3,4-b]pyrazin-6-yl]-2-[(4-fluorophenyl)methyl]-2,8-diazaspiro[4.5]decan-3-one FC(CN1N=CC=2C1=NC(=CN2)N2CCC1(CC(N(C1)CC1=CC=C(C=C1)F)=O)CC2)F